2-methyl-5-prop-2-ynoxy-1,3-benzothiazole CC=1SC2=C(N1)C=C(C=C2)OCC#C